[B].[Ti].[C] carbon titanium boron